O1C(CCC1)C(=O)O trihydrofuric acid